2-((S)-1-Acryloyl-4-((R)-2-(3-(ethyl(methyl)amino)azetidin-1-yl)-7-(7-fluoro-3,4-dihydroquinolin-1(2H)-yl)-5,6,7,8-tetrahydroquinazolin-4-yl)piperazin-2-yl)acetonitrile C(C=C)(=O)N1[C@H](CN(CC1)C1=NC(=NC=2C[C@@H](CCC12)N1CCCC2=CC=C(C=C12)F)N1CC(C1)N(C)CC)CC#N